N-(4-(2,5-difluorophenyl)-6-(syn-2-(trifluoromethyl)cyclohexyl)pyrimidin-5-yl)-2-isopropylpyrimidine-5-carboxamide FC1=C(C=C(C=C1)F)C1=NC=NC(=C1NC(=O)C=1C=NC(=NC1)C(C)C)C1C(CCCC1)C(F)(F)F